Barium acetate C(C)(=O)[O-].[Ba+2].C(C)(=O)[O-]